ethyl 3-ethyl-4,5-dihydroisoxazole-5-carboxylate C(C)C1=NOC(C1)C(=O)OCC